1-(3-tolyl)-5-amino-1H-pyrazole-4-carboxylic acid ethyl ester C(C)OC(=O)C=1C=NN(C1N)C=1C=C(C=CC1)C